N-{4-chloro-3-[4-(3-fluoro-4-methoxyphenyl)-6-oxo-1,6-dihydropyrimidin-2-yl]benzyl}isobutyramide ClC1=C(C=C(CNC(C(C)C)=O)C=C1)C=1NC(C=C(N1)C1=CC(=C(C=C1)OC)F)=O